4-amino-3,5-dimethylbenzenesulfonic acid-2-acrylamidoethyl ester C(C=C)(=O)NCCOS(=O)(=O)C1=CC(=C(C(=C1)C)N)C